C(C)[N+](CCC)(C)C N-ethyl-N,N-dimethylpropane-1-aminium